(+/-)-trans-methyl 3-((2-chloro-6-(4-morpholinophenyl)pyrimidin-4-yl)amino)bicyclo[2.2.2]octane-2-carboxylate ClC1=NC(=CC(=N1)NC1C(C2CCC1CC2)C(=O)OC)C2=CC=C(C=C2)N2CCOCC2